C1(CC1)C1=C(C(=NN1C1=C(N=C(O1)C)C)OCCCN1N=C(C=2C1=NC(=NC2)Cl)Cl)[N+](=O)[O-] 5-(5-cyclopropyl-3-(3-(3,6-dichloro-1H-pyrazolo[3,4-d]pyrimidin-1-yl)propoxy)-4-nitro-1H-pyrazol-1-yl)-2,4-di-methyloxazole